C(CCCCCCCC(=O)[O-])(=O)[O-].[Zn+2].[Cu+2].C(CCCCCCCC(=O)[O-])(=O)[O-] copper-zinc azelate